[Si](C1=CC=CC=C1)(C1=CC=CC=C1)(C(C)(C)C)OC1=CC=C(C=C1)CCN 2-(4-((tert-Butyldiphenylsilyl)oxy)phenyl)ethan-1-amine